COC1=CC=C(C=C1)C1=C(NC2=C1C=1N(C(NCC1C=N2)=O)[C@H]2C[C@@H](CC2)NC(OC)=O)C=2C=NN(C2)C methyl ((1R,3R)-3-(9-(4-methoxyphenyl)-8-(1-methyl-1H-pyrazol-4-yl)-2-oxo-2,3,4,7-tetrahydro-1H-pyrrolo[3',2':5,6]pyrido[4,3-d]pyrimidin-1-yl)cyclopentyl)carbamate